3-(4-((2-((6-cyclopropylpyrazin-2-yl)amino)pyridin-4-yl)methoxy)naphthalen-1-yl)urea C1(CC1)C1=CN=CC(=N1)NC1=NC=CC(=C1)COC1=CC=C(C2=CC=CC=C12)NC(N)=O